OC1=CC=C(C=C1)C(CC)(CC)C1=CC=C(C=C1)O 3,3-bis(4-hydroxylphenyl)pentane